C1(CC1)C([C@@H](C(=O)NC1=CC=C(C=C1)C=1C(=NN(C1C)COCC[Si](C)(C)C)C)NC(=O)C=1N(N=CC1)CCSC)C1CC1 N-[(1S)-1-(dicyclopropylmethyl)-2-[4-[3,5-dimethyl-1-(2-trimethylsilylethoxymethyl)pyrazol-4-yl]anilino]-2-oxo-ethyl]-2-(2-methylsulfanylethyl)pyrazole-3-carboxamide